C1=CC=C2C(=C1)N=C(S2)[S-].C1=CC=C2C(=C1)N=C(S2)[S-].[Zn+2] mercaptobenzothiazole zinc salt